2-[[4-(2,6-diazaspiro[4.5]dec-2-yl)-3-(1,2,4-thiadiazol-3-yl)pyrrolo[2,3-b]pyridin-1-yl]methoxy]ethyl-trimethyl-silane C1N(CCC12NCCCC2)C2=C1C(=NC=C2)N(C=C1C1=NSC=N1)COCC[Si](C)(C)C